3-(4-(N,N-dimethylsulfamoyl)phenyl)-N,7-diisopropyl-1H-indole-2-carboxamide CN(S(=O)(=O)C1=CC=C(C=C1)C1=C(NC2=C(C=CC=C12)C(C)C)C(=O)NC(C)C)C